BrC=1C=C(C=CC1)C(F)(F)OC(C1=CC(=CC=C1)Br)(F)F (3-bromophenyl)-difluoromethyl ether